CO[Si](OC)(OC)CCCNCCN N-(trimethoxysilylpropyl)ethylenediamine